C(C)(C)(C)OC(N(C1=CC=C(C=C1)N1CCN(CC1)C1COC1)C=1C=2N(C=C(N1)Br)C=CN2)=O.CC=2C=C(C(=O)N)C=CC2 3-methyl-benzamide tert-Butyl-(6-bromoimidazo[1,2-a]pyrazin-8-yl)(4-(4-(oxetan-3-yl)piperazin-1-yl)phenyl)carbamate